2-hydroxy-5-oxoproline sodium [Na].O[C@@]1(NC(CC1)=O)C(=O)O